C(C)(=O)O[C@H]1[C@H](OC2=CN(C3=CC=C(C(=C23)Br)OC2=NC(=NC(=N2)OC)N2CCOCC2)C(C)=O)O[C@@H]([C@H]([C@@H]1OC(C)=O)OC(C)=O)COC(C)=O 1-acetyl-4-bromo-5-[(4-methoxy-6-morpholino-1,3,5-triazin-2-yl) oxy]-1H-indol-3-yl 2,3,4,6-tetra-O-acetyl-β-D-glucopyranoside